6-[1-(1-Cyano-4-piperidyl)-5-methyl-triazol-4-yl]-4-[1-[2-(2-methoxyethylamino)-5-(trifluoromethyl)-3-pyridyl]ethoxy]pyrazolo[1,5-a]pyridine-3-carbonitrile C(#N)N1CCC(CC1)N1N=NC(=C1C)C=1C=C(C=2N(C1)N=CC2C#N)OC(C)C=2C(=NC=C(C2)C(F)(F)F)NCCOC